S1C(=NC=C1)C1=CN=C2N1N=C(C=C2)NC2CCC(CC2)C(C)(C)O 2-[(1r,4r)-4-[(3-thiazol-2-yl-imidazo[1,2-b]pyridazin-6-yl)amino]cyclohexyl]propan-2-ol